6-Cyclohexylpyridazin-3-amine C1(CCCCC1)C1=CC=C(N=N1)N